O1N=C(N=C1)C1OCCN(C1)C1=NC=C2C(=N1)N(N=C2C=2C(=C(C(=C(C2)C(F)(F)F)F)O)F)C 3-(6-(2-(1,2,4-Oxadiazol-3-yl)morpholino)-1-methyl-1H-pyrazolo[3,4-d]pyrimidin-3-yl)-2,6-difluoro-5-(trifluoromethyl)phenol